2-((5-(4-(diphenylamino)phenyl)thiophen-2-yl)methylene)malononitrile C1(=CC=CC=C1)N(C1=CC=C(C=C1)C1=CC=C(S1)C=C(C#N)C#N)C1=CC=CC=C1